(6-(2-chloro-5-fluorophenyl)-2-methyl-8-oxo-2,6,7,8-tetrahydropyrrolo[3,4-e]indazol-5-yl)-3-fluoro-5-(trifluoromethyl)benzamide ClC1=C(C=C(C=C1)F)C1NC(C=2C3=CN(N=C3C=C(C21)C2=C(C(=O)N)C=C(C=C2F)C(F)(F)F)C)=O